methyl 2-(4,4-difluoroazepan-1-yl)-6-methyl-5-(trifluoromethyl)nicotinate FC1(CCN(CCC1)C1=C(C(=O)OC)C=C(C(=N1)C)C(F)(F)F)F